sodium 6-amino-4,5-dichloropyridine-3-thiol NC1=C(C(=C(C=N1)S)Cl)Cl.[Na]